2-[[4-methoxy-6-[[(3s)-3-methylpiperidin-1-yl]methyl]pyrrolo[3,2-d]pyrimidin-5-yl]methoxy]ethyl-trimethylsilane COC=1C2=C(N=CN1)C=C(N2COCC[Si](C)(C)C)CN2C[C@H](CCC2)C